N-(4-bromo-2-fluorophenyl)-3,3,3-trifluoropropane-1-sulfonamide BrC1=CC(=C(C=C1)NS(=O)(=O)CCC(F)(F)F)F